ClC1=NC=C(C(=N1)NC1CCC1)C(=O)NC1=C(C=CC=C1C)F 2-chloro-4-(cyclobutylamino)-N-(2-fluoro-6-METHYLPHENYL)pyrimidine-5-carboxamide